2-Fluoro-4-hydroxy-6-methoxybenzonitrile FC1=C(C#N)C(=CC(=C1)O)OC